N-[(4S,5R)-3,3-difluoro-1-methyl-5-methyl-4-piperidyl]-6-[3-(4-mesyl-2-anisidino)-1-propynyl]-1-(2,2,2-trifluoroethyl)-1H-benzo[d]imidazole-4-carboxamide FC1(CN(C[C@H]([C@@H]1NC(=O)C1=CC(=CC=2N(C=NC21)CC(F)(F)F)C#CCNC=2C(OC)=CC=C(C2)S(=O)(=O)C)C)C)F